FCCN1CC(C1)NC1=NC=C(C=C1)NC1=NC2=C(C=CC=C2C=N1)C1=CC(=CC=C1)OCCN1CCOCC1 N2-(1-(2-fluoroethyl)azetidin-3-yl)-N5-(8-(3-(2-morpholinoethoxy)phenyl)quinazolin-2-yl)pyridine-2,5-diamine